DIISOEUGENOL CCC1C(C(C2=CC(=C(C=C12)OC)O)C3=CC(=C(C=C3)O)OC)C